C(C)CC(CC(=O)OOC(C)C)=O.C(C)CC(CC(=O)OOC(C)C)=O diisopropoxy bis(ethylacetoacetate)